N1=C(C=CC2=CC=CN=C12)CCCCC(=O)OC methyl 5-(1,8-naphthyridin-2-yl)pentanoate